methyl 5-acetyl-4-oxo-1-[4-(trifluoromethoxy)phenyl]quinoline-3-carboxylate C(C)(=O)C1=C2C(C(=CN(C2=CC=C1)C1=CC=C(C=C1)OC(F)(F)F)C(=O)OC)=O